4-(2-acetamido-4-chlorophenyl)morpholine 4-oxide C(C)(=O)NC1=C(C=CC(=C1)Cl)[N+]1(CCOCC1)[O-]